N-([2S]-2-methyl-butyl)amid C[C@H](C[NH-])CC